molybdenum tetraphenol C1(=CC=CC=C1)O.C1(=CC=CC=C1)O.C1(=CC=CC=C1)O.C1(=CC=CC=C1)O.[Mo]